(R)-N-(1-(3-amino-5-(trifluoromethyl)phenyl)ethyl)-6-(4-methoxypiperidin-1-yl)-2-methyl-8,9-dihydro-7H-cyclopenta[H]quinazolin-4-amine NC=1C=C(C=C(C1)C(F)(F)F)[C@@H](C)NC1=NC(=NC2=C3C(=C(C=C12)N1CCC(CC1)OC)CCC3)C